8-[1-(difluoromethyl)-1H-pyrazol-4-yl]-N-(4-methoxybenzyl)-2-(morpholin-4-yl)pyrazolo[1,5-a][1,3,5]triazin-4-amine FC(N1N=CC(=C1)C=1C=NN2C1N=C(N=C2NCC2=CC=C(C=C2)OC)N2CCOCC2)F